acetophenone-O-propanoyl oxime C(CC)(=O)ON=C(C)C1=CC=CC=C1